COC(=O)C1(CC(C1)N1C(C2=CC=CC=C2C1=O)=O)O 3-(1,3-dioxo-2,3-dihydro-1H-isoindol-2-yl)-1-hydroxycyclobutane-1-carboxylic acid methyl ester